tert-Butyl 4-(4-((3-bromo-2-fluorophenyl)amino)pyrido[3,2-d]pyrimidin-6-yl)piperazine-1-carboxylate BrC=1C(=C(C=CC1)NC=1C2=C(N=CN1)C=CC(=N2)N2CCN(CC2)C(=O)OC(C)(C)C)F